CC1=C(C(=C(C1([Hf]C1(C=CC2=CC=3CC(CC3C=C12)(CC)CC)CC(C)C)C)C)C)C pentamethylcyclopentadienyl-(1-isobutyl-6,6-diethyl-1,5,6,7-tetrahydro-s-indacenyl)hafnium